N=1ON=CC1 2-oxa-1,3-diazol